(1S,2R,5S)-2,5-bis(4-t-butylphenyl)-1-(dimethylamino)phospholane-1-oxide C(C)(C)(C)C1=CC=C(C=C1)[C@@H]1P([C@@H](CC1)C1=CC=C(C=C1)C(C)(C)C)(N(C)C)=O